OC(CCCCCCCC(=O)OCC(CO)O)CCCCCCC 2,3-dihydroxypropan-1-yl 9-hydroxyhexadecanoate